ClC1=C(OCC=2C=C(C(=O)O)C=C(C2)C2=CN=C(O2)C)C=CC(=C1)C(F)(F)F 3-((2-chloro-4-(trifluoromethyl)phenoxy)methyl)-5-(2-methyl-oxazol-5-yl)benzoic acid